4-bromo-3-fluoro-1,1'-biphenyl-2',3',4',5',6'-d5 BrC1=C(C=C(C=C1)C1=C(C(=C(C(=C1[2H])[2H])[2H])[2H])[2H])F